Sodium N-(2,5-dimethylphenyl)sulfamate CC1=C(C=C(C=C1)C)NS([O-])(=O)=O.[Na+]